cyclopropoxybenzaldehyde C1(CC1)OC1=C(C=O)C=CC=C1